(3-(3-(4-fluorophenyl)-4-oxo-3,4-dihydro-phthalazin-1-yl)phenyl)-N-methylcyclopropanesulfonamide FC1=CC=C(C=C1)N1N=C(C2=CC=CC=C2C1=O)C=1C=C(C=CC1)C1(CC1)S(=O)(=O)NC